(3R,4R)-4-((7-(5-methylpyridin-2-yl)pyrrolo[2,1-f][1,2,4]triazin-2-yl)amino)piperidin-3-ol CC=1C=CC(=NC1)C1=CC=C2C=NC(=NN21)N[C@H]2[C@@H](CNCC2)O